tert-butyl 4-(3-bromophenyl)-3,3-dimethyl-4-oxobutanoate BrC=1C=C(C=CC1)C(C(CC(=O)OC(C)(C)C)(C)C)=O